5-(3-(cyclopropylmethoxy)azetidin-1-yl)-2-((5-methyl-3-(6-methylpyridazin-3-yl)isoxazol-4-yl)methyl)pyridazin-3(2H)-one C1(CC1)COC1CN(C1)C1=CC(N(N=C1)CC=1C(=NOC1C)C=1N=NC(=CC1)C)=O